4-{7-[(1S,3S,4R)-5-(2H2)methylidene-2-azabicyclo[2.2.2]octan-3-carbonyl]-2,7-diazaspiro[3.5]nonan-2-yl}pyrimidin C(=C1[C@@H]2[C@H](N[C@H](C1)CC2)C(=O)N2CCC1(CN(C1)C1=NC=NC=C1)CC2)([2H])[2H]